(5S)-1-acetyl-5-(tetrahydropyran-2-yloxy)-piperidine-2,2-dicarboxylic acid diethyl ester C(C)OC(=O)C1(N(C[C@H](CC1)OC1OCCCC1)C(C)=O)C(=O)OCC